C(=O)(O)C1=NN(C=2C(CCCC12)(F)F)C=1C=[N+](C=CN1)[O-] 3-(3-carboxy-7,7-difluoro-4,5,6,7-tetrahydro-1H-indazol-1-yl)pyrazine 1-oxide